3-(quinolin-2-yl)acrylamide N1=C(C=CC2=CC=CC=C12)C=CC(=O)N